C(C)OC(=O)C(C(=O)O)(CCCCC=C)C 2-(ethoxycarbonyl)-2-methyloct-7-enoic acid